C1(=CC=CC=C1)C1=NN(C=C1CNS(=O)(=O)N1CCNCC1)C=1SC=C(N1)C(=O)O 2-(3-phenyl-4-((piperazine-1-sulfonylamino)methyl)-1H-pyrazol-1-yl)thiazole-4-carboxylic acid